(R)-2-methoxy-4-(methylsulfonyl)-N-(3-(8-(5,6,7,8-tetrahydro-4H-pyrazolo[1,5-a][1,3]diazepin-5-yl)-3-(2,2,2-trifluoroethyl)imidazo[1,2-a]pyridin-2-yl)prop-2-yn-1-yl)aniline COC1=C(NCC#CC=2N=C3N(C=CC=C3[C@@H]3NC=4N(CCC3)N=CC4)C2CC(F)(F)F)C=CC(=C1)S(=O)(=O)C